C(C)(C)(C)N1[C@@H](CN(C[C@H]1C)C(C(=O)OCC)CC)C (2R,6R)-tert-butyl-4-(1-ethoxy-1-oxobutan-2-yl)-2,6-dimethylpiperazine